1-ethoxyethoxy(trimethyl)silane C(C)OC(C)O[Si](C)(C)C